O[C@@H]1[C@@H](O[C@@H]([C@@H](C1=O)O)OC)C(=O)OC methyl (2R,3R,5S,6S)-3,5-dihydroxy-6-methoxy-4-oxotetrahydro-2H-pyran-2-carboxylate